C(C)C=1OC2=C(C1)CCC(C2NC2=C(C(C2=O)=O)NC2=C(C(=NC=C2)C(=O)N(C)C)O)(C)C 4-((2-((2-ethyl-6,6-dimethyl-4,5,6,7-tetrahydrobenzofuran-7-yl)amino)-3,4-dioxocyclobut-1-en-1-yl)amino)-3-hydroxy-N,N-dimethylpicolinamide